di(triethylcyclohexyl)methane Ethyl-1-(3-chloropyridin-2-yl)-3-hydroxy-4,5-dihydro-1H-pyrazole-5-carboxylate C(C)OC(=O)C1CC(=NN1C1=NC=CC=C1Cl)O.C(C)C1(C(CCCC1)(CC)CC1(C(CCCC1)(CC)CC)CC)CC